NC=1C(=NC(=CN1)Cl)C(C)=O 1-(3-amino-6-chloropyrazin-2-yl)ethanone